C(C)N(C=1C=C(C(C=NC2C(CCCC2)N=CC=2C(O)=CC(=CC2)N(CC)CC)=CC1)O)CC (+)-N,N'-bis(4-diethylaminosalicylidene)-1,2-cyclohexanediamine